3,3-dichloro-N-(1-ethyl-2-oxo-1,2-dihydrobenzo[cd]indol-6-yl)benzenesulfonamide (2R,3S)-5-acetoxy-2-ethynyl-2-(((4-methylbenzoyl)oxy)methyl)tetrahydrofuran-3-yl-4-methylbenzoate C(C)(=O)OC1C[C@@H]([C@](O1)(COC(C1=CC=C(C=C1)C)=O)C#C)OC(C1=CC=C(C=C1)C)=O.ClC1(CC(=CC=C1)S(=O)(=O)NC=1C=2C3=C(C(N(C3=CC1)CC)=O)C=CC2)Cl